COC(C1=CC=C(C=C1)C1=NC2=CC=CC=C2C=C1F)=O Methyl-4-(3-fluoroquinolin-2-yl)benzoate